propyl 3,4,5-trihydroxy-benzoate OC=1C=C(C(=O)OCCC)C=C(C1O)O